FC1(C[C@@]12CN(CCC2)C2CCN(CC2)C=2SC(=CN2)C(=O)NCC2=NC=C(C=C2F)F)F 2-[4-(3S)-(1,1-difluoro-5-azaspiro[2.5]oct-5-yl)piperidin-1-yl]-N-[(3,5-difluoropyridin-2-yl)methyl]-1,3-thiazole-5-carboxamide